5-chloro-N-(2,3-dihydrobenzofuran-3-yl)-2-methoxy-N-methylnicotinamide ClC=1C=NC(=C(C(=O)N(C)C2COC3=C2C=CC=C3)C1)OC